cis-4-(2-Amino-2-methylpropanoyl)-N-(1-(4-((4-amino-3-methylpiperidin-1-yl)methyl)phenyl)-2-oxo-1,2-dihydropyrimidin-4-yl)piperazine-1-carboxamide hydrochloride salt Cl.NC(C(=O)N1CCN(CC1)C(=O)NC1=NC(N(C=C1)C1=CC=C(C=C1)CN1C[C@H]([C@H](CC1)N)C)=O)(C)C